5-(2,2-dimethylpropyl)-2-(4-methylphenyl)pyridine CC(CC=1C=CC(=NC1)C1=CC=C(C=C1)C)(C)C